NC1=CC=C(C=C1)C1=NN(C(=C1Br)NC(C1=CC=CC=C1)=O)C N-(3-(4-aminophenyl)4-bromo-1-methyl-1H-pyrazol-5-yl)benzamide